2-(6-{5-chloro-2-[(oxan-4-yl)amino]pyrimidin-4-yl}-1-oxo-2,3-dihydro-1H-isoindol-2-yl)-N-[(1S)-1-[3-(difluoromethoxy)phenyl]-2-hydroxyethyl]acetamide ClC=1C(=NC(=NC1)NC1CCOCC1)C1=CC=C2CN(C(C2=C1)=O)CC(=O)N[C@H](CO)C1=CC(=CC=C1)OC(F)F